FC(C1=CC=C(C=C1)[C@@H]1C2(CC1C2)C(=O)OCCC)(F)F |r| (±)-Propyl 2-(4-(trifluoromethyl)phenyl)bicyclo[1.1.1]pentane-1-carboxylate